FC1=C(C(=CC(=C1)\C=C\OCC)F)[C@@H]1C(NC(CC1)=O)=O (R,E)-3-(2,6-difluoro-4-(2-ethoxyvinyl)phenyl)piperidine-2,6-dione